tri(trisilane) phosphate P(=O)(O)(O)O.[SiH3][SiH2][SiH3].[SiH3][SiH2][SiH3].[SiH3][SiH2][SiH3]